tert-Butyl(2-(3-(4-(((2S,4R)-2-methyl-1-propionyl-1,2,3,4-tetrahydroquinolin-4-yl)amino)phenyl)ureido)ethyl)carbamate C(C)(C)(C)OC(NCCNC(=O)NC1=CC=C(C=C1)N[C@@H]1C[C@@H](N(C2=CC=CC=C12)C(CC)=O)C)=O